C12CNCC(N1C1=CC(=C(C=C1)NC1=NC=C(C(=N1)C1=CC3=C(C(N(CCS3(=O)=O)C)=O)S1)C(F)(F)F)Cl)C2 7-(2-((4-(3,6-diazabicyclo[3.1.1]heptan-6-yl)-2-chlorophenyl)amino)-5-(trifluoromethyl)pyrimidin-4-yl)-4-methyl-3,4-dihydrothieno[2,3-f][1,4]thiazepin-5(2H)-one 1,1-dioxide